2-((4-((2-hydroxyethyl)amino)phenyl)amino)quinazolin OCCNC1=CC=C(C=C1)NC1=NC2=CC=CC=C2C=N1